[Si](C)(C)(C(C)(C)C)OCCOC1(NC=CC=C1[N+](=O)[O-])C(=C)C 2-((tert-Butyldimethylsilyloxy)ethoxy)-3-nitro-2-(prop-1-en-2-yl)pyridine